OC=1C=C(C(=O)C=2N=C(SC2)N2CCCC2)C=CC1 (4-(3-hydroxybenzoyl)thiazol-2-yl)pyrrolidin